5-bromo-3-fluoro-4-(trifluoromethyl)pyridin-2-ol BrC=1C(=C(C(=NC1)O)F)C(F)(F)F